N-[4-[[2-(1,1-Dimethyl-ethyl)phenyl]sulfonyl]phenyl]-2,3,4-trihydroxy-5-[[2-(1-methylethyl)phenyl]methyl]benzamide CC(C)(C)C1=C(C=CC=C1)S(=O)(=O)C1=CC=C(C=C1)NC(C1=C(C(=C(C(=C1)CC1=C(C=CC=C1)C(C)C)O)O)O)=O